The molecule is a dipeptide formed L-leucine and L-valine residues. It has a role as a metabolite. It derives from a L-leucine and a L-valine. CC(C)C[C@@H](C(=O)N[C@@H](C(C)C)C(=O)O)N